C(CCC)OC1C2C=CC(C1)C2=O 5-(n-butoxy)-7-oxo-bicyclo[2.2.1]Hept-2-ene